NC1=CC=CC(=N1)S(=O)(=O)NC(=O)C=1C(=NC(=CC1)C1=CC(=CC(=C1)OCC(C)C)F)N1C(CC(C1)C(F)(F)F)(C)C N-[(6-Amino-2-pyridyl)sulfonyl]-2-[2,2-dimethyl-4-(trifluoromethyl)pyrrolidin-1-yl]-6-(3-fluoro-5-isobutoxyphenyl)pyridin-3-carboxamid